ClC=1C(=NC=C(C1)C(F)(F)F)SC=1C=CC(=C(C1)C=1C(N(N=C(C1OC)C)C)=O)C 4-(5-((3-chloro-5-(trifluoromethyl)pyridin-2-yl)thio)-2-methylphenyl)-5-methoxy-2,6-dimethylpyridazin-3(2H)-one